The molecule is an oxindole that is 5-amino-oxindole in which the 5-amino group has undergone formal condensation with the carboxy group of 3-(piperidin-1-yl)propanoic acid to give the corresponding carboxamide and in which the hydrogens at position 3 have been replaced by a (5-methoxy-1H-indol-3-yl)methylene group (Z configuration). It is an inhibitor of extracellular signal-regulated kinase (ERK) dimerisation. It has a role as an ERK dimerisation inhibitor and an antineoplastic agent. It is a member of piperidines, a member of oxindoles, an enamide and a secondary carboxamide. COC1=CC2=C(C=C1)NC=C2/C=C\\3/C4=C(C=CC(=C4)NC(=O)CCN5CCCCC5)NC3=O